methyl 5-morpholino-2-(3-(2,2,2-trichloroacetyl)ureido)benzoate O1CCN(CC1)C=1C=CC(=C(C(=O)OC)C1)NC(=O)NC(C(Cl)(Cl)Cl)=O